COC(=O)C1CC12CC2 Spiro[2.2]pentane-2-carboxylic acid methyl ester